C(C=C)(=O)NCC(C)OP(=O)(O)O acrylamidopropan-2-yldihydrogenphosphat